C[C@H]1[C@@H](O1)C trans-2-butene oxide